2,4-dichloro-5-(((1-methyl-1H-pyrazol-3-yl)oxy)methyl)pyrimidine ClC1=NC=C(C(=N1)Cl)COC1=NN(C=C1)C